CNC(=O)N1CCC2(C[C@H](OC2=O)CCN2CCN(CC2)C2=CC=C(C=C2)C)CC1 (S)-N-methyl-1-oxo-3-(2-(4-(p-tolyl)piperazin-1-yl)ethyl)-2-oxa-8-azaspiro[4.5]decane-8-carboxamide